5-((3-(2,2-Difluoroethoxy)pyrazin-2-yl)oxy)-3-fluoro-N-(4-methyl-1,1-dioxidotetrahydro-2H-thiopyran-4-yl)pyrazolo[1,5-a]pyridine-2-carboxamide FC(COC=1C(=NC=CN1)OC1=CC=2N(C=C1)N=C(C2F)C(=O)NC2(CCS(CC2)(=O)=O)C)F